C1(=CC=CC=C1)C=1SCC(N1)C(=O)O 2-phenyl-4,5-dihydrothiazole-4-carboxylic acid